C(CCC)OC(=C)C1=C2N=C(C(=NC2=CC(=C1)C)C#N)N1CCCCC1 5-(1-butoxyvinyl)-7-methyl-3-(piperidin-1-yl)quinoxaline-2-carbonitrile